C(C)(C)(C)OC(=O)N1C[C@@H]2COCC3=C(N2CC1)C=C(C(=C3)[N+](=O)[O-])OC (R)-10-methoxy-9-nitro-1,2,4a,5-tetrahydro-7H-benzo[e]pyrazino[2,1-c][1,4]oxazepine-3(4H)-carboxylic acid tert-butyl ester